2-(3-(1-(4-methyl-4H-1,2,4-triazol-3-yl)cyclohexyl)phenyl)-6-(((1-methylcyclobutyl)amino)methyl)-4-(trifluoromethyl)isoindolin-1-one CN1C(=NN=C1)C1(CCCCC1)C=1C=C(C=CC1)N1C(C2=CC(=CC(=C2C1)C(F)(F)F)CNC1(CCC1)C)=O